N1CC(C1)NC(=O)C1=NN2C(N=C(C=C2C2=CC=CC=C2)C2=CC=CC=C2)=C1 N-(azetidin-3-yl)-5,7-diphenylpyrazolo[1,5-a]pyrimidine-2-carboxamide